C(CC)O[Mg] propoxymagnesium